Tert-butyl (3R,5S)-4-(2-((3-bromophenyl) amino)-2-oxoethyl)-3,5-dimethylpiperazine-1-carboxylate BrC=1C=C(C=CC1)NC(CN1[C@@H](CN(C[C@@H]1C)C(=O)OC(C)(C)C)C)=O